6-methyl-19-oxapentacyclo[14.2.1.01,9.02,6.011,16]nonadeca-8,10-diene-12,13-diol CC12CCCC1C13C(=CC2)C=C2C(C(CCC2(CC1)O3)O)O